(1r,4r)-4-((4-(isoindolin-2-ylmethyl)-2-(pyrrolidin-1-ylsulfonyl)phenoxy)methyl)-N-methylcyclohexane-1-carboxamide C1N(CC2=CC=CC=C12)CC1=CC(=C(OCC2CCC(CC2)C(=O)NC)C=C1)S(=O)(=O)N1CCCC1